N2-tert-butyl-7-[4-(cyanomethoxy)phenyl]-6-cyclopropyl-3,4-dihydropyrrolo[1,2-a]pyrazine-2,8(1H)-dicarboxamide C(C)(C)(C)NC(=O)N1CC=2N(CC1)C(=C(C2C(=O)N)C2=CC=C(C=C2)OCC#N)C2CC2